NC1=NC=NC=2N1C(=NC2C2CN(CC2)C(C#CC)=O)C2=CC=C(C(=O)NC1=NC=CC(=C1)C1CC1)C=C2 4-(4-amino-8-(1-(but-2-ynoyl)pyrrolidin-3-yl)imidazo[1,5-a][1,3,5]triazin-6-yl)-N-(4-cyclopropylpyridin-2-yl)benzamide